(R)-2-((6-fluoro-2-methylpyridin-3-yl)oxy)-N-(3-(N-(2-hydroxyacetyl)-S-methylsulfonimidoyl)phenyl)-4-methyl-5-(trifluoromethyl)nicotinamide FC1=CC=C(C(=N1)C)OC1=C(C(=O)NC2=CC(=CC=C2)[S@@](=O)(=NC(CO)=O)C)C(=C(C=N1)C(F)(F)F)C